7-methyl-N-[(2S)-1-{4-[(2-methyl-1,3-benzothiazol-6-yl)sulfonyl]piperazin-1-yl}propan-2-yl]thieno[3,2-d]pyrimidin-4-amine CC1=CSC2=C1N=CN=C2N[C@H](CN2CCN(CC2)S(=O)(=O)C2=CC1=C(N=C(S1)C)C=C2)C